3-(5-(1-(3-(4-(4-amino-3-(4-phenoxyphenyl)-1H-pyrazolo[3,4-d]pyrimidin-1-yl)-[1,4'-bipiperidin]-1'-yl)propyl)piperidin-4-yl)-1-oxoisoindolin-2-yl)piperidine-2,6-dione NC1=C2C(=NC=N1)N(N=C2C2=CC=C(C=C2)OC2=CC=CC=C2)C2CCN(CC2)C2CCN(CC2)CCCN2CCC(CC2)C=2C=C1CN(C(C1=CC2)=O)C2C(NC(CC2)=O)=O